ClC1=CC(=C(C=C1C)N(C(=O)[C@H]1N(S(N(C1)C)(=O)=O)C1=NC(=CC(=C1)C(F)(F)F)C)C)F (S)-N-(4-chloro-2-fluoro-5-methylphenyl)-N,5-dimethyl-2-(6-methyl-4-(trifluoromethyl)pyridin-2-yl)-1,2,5-thiadiazolidine-3-carboxamide 1,1-dioxide